tert-butyl 2-(7-bromo-5-fluoro-1-oxo-3,4-dihydroisoquinolin-2-yl)acetate BrC1=CC(=C2CCN(C(C2=C1)=O)CC(=O)OC(C)(C)C)F